tert-butyl (2S,6S)-4-(2-(((tert-butoxycarbonyl)amino)methyl)-4-((7-fluoro-2-methyl-2H-indazol-5-yl)carbamoyl)benzo[d]thiazol-7-yl)-2,6-dimethylpiperazine-1-carboxylate C(C)(C)(C)OC(=O)NCC=1SC2=C(N1)C(=CC=C2N2C[C@@H](N([C@H](C2)C)C(=O)OC(C)(C)C)C)C(NC2=CC1=CN(N=C1C(=C2)F)C)=O